O1CCOC2=C1C=CC(=C2)S(=O)(=O)N2CCC(CC2)C(=O)NC=2C=C1C=CC=NC1=CC2 1-[(2,3-dihydro-1,4-benzodioxin-6-yl)sulfonyl]-N-6-quinolinyl-4-piperidinecarboxamide